C(CCCCC)C(COC(C=CCCCCCCCCCCCCCCC)=O)CCCCCCCC octadecenoic acid 2-hexyldecyl ester